perfluorodecyl iodide FC(C(C(C(C(C(C(C(C(C(F)(F)F)(F)F)(F)F)(F)F)(F)F)(F)F)(F)F)(F)F)(F)F)(F)I